4H-pyrazino[1,2-a]pyrimidin N1=C2N(CC=C1)C=CN=C2